3-methyl-5-(4,4,5,5-tetramethyl-1,3,2-dioxaborolan-2-yl)phenyl-tetrahydro-2H-pyran-3-ol CC=1C=C(C=C(C1)B1OC(C(O1)(C)C)(C)C)C1OCCCC1O